S1CCCCC1 Tetrahydro-2H-thiopyran